2-((3Ar,6as)-tetrahydro-1H-furo[3,4-c]pyrrol-5(3H)-yl)quinoline-6-carbaldehyde C1OC[C@@H]2[C@H]1CN(C2)C2=NC1=CC=C(C=C1C=C2)C=O